N1N=CC2=C(C=CC=C12)C=1N=C(C2=C(N1)C=C(S2)/C=C/C(=O)NCCOC)N2CCOCC2 (E)-3-(2-(4-indazolyl)-4-morpholino-6-thieno[3,2-d]pyrimidinyl)-N-(2-methoxyethyl)acrylamide